N-(4-(3-amino-7-(pyrimidin-5-yl)-1H-pyrazolo[4,3-c]pyridin-4-yl)benzyl)-5-fluoro-2-methoxybenzamide NC1=NNC2=C1C(=NC=C2C=2C=NC=NC2)C2=CC=C(CNC(C1=C(C=CC(=C1)F)OC)=O)C=C2